(3R,5S)-tert-butyl 4,4-difluoro-3-hydroxy-5-methylpiperidine-1-carboxylate FC1([C@@H](CN(C[C@@H]1C)C(=O)OC(C)(C)C)O)F